2-((8-(Difluoromethyl)-1,2,3,4-tetrahydroisoquinolin-6-yl)oxy)-N,N-dimethylethan-1-amine hydrochloride Cl.FC(C=1C=C(C=C2CCNCC12)OCCN(C)C)F